4-hydroxy-4-((4-hydroxy-2-methylphenyl)but-1,3-diyn-1-yl)-3-methylcyclohex-2,5-dien-1-one OC1(C(=CC(C=C1)=O)C)C#CC#CC1=C(C=C(C=C1)O)C